3-(3,4-difluorophenyl)-2-methylpropanoic acid FC=1C=C(C=CC1F)CC(C(=O)O)C